CN1N=CC(=C1)C=1N=C2C(=NC1)N(N=N2)C[C@@H]2CN(CCO2)C2=NC=C(C=N2)N2CCN(CC2)CC2CN(C2)C (S)-2-((5-(1-methyl-1H-pyrazol-4-yl)-1H-[1,2,3]triazolo[4,5-b]pyrazin-1-yl)methyl)-4-(5-(4-((1-methylazetidin-3-yl)methyl)piperazin-1-yl)pyrimidin-2-yl)morpholine